CC=1C=C(OCC2OC2)C=CC1 (3-methylphenoxymethyl)oxirane